S(CCCC(=O)[O-])CCCC(=O)OCCCCCCCCCCCCCCCCC heptadecyl thiodibutyrate